(R)-6-bromo-4-((1-(3-nitro-5-(trifluoromethyl)phenyl)ethyl)amino)phthalazin-1(2H)-one BrC=1C=C2C(=NNC(C2=CC1)=O)N[C@H](C)C1=CC(=CC(=C1)C(F)(F)F)[N+](=O)[O-]